N-[(3,5-difluorophenyl)methyl]-2-oxopyrrolidin-3-carboxamid FC=1C=C(C=C(C1)F)CNC(=O)C1C(NCC1)=O